1-(4-aminonaphthalen-1-yl)-N-(5-cyano-6-(2H-1,2,3-triazol-2-yl)pyridin-3-yl)-5-(trifluoromethyl)-1H-pyrazole-4-carboxamide NC1=CC=C(C2=CC=CC=C12)N1N=CC(=C1C(F)(F)F)C(=O)NC=1C=NC(=C(C1)C#N)N1N=CC=N1